COC(CC[C@H]1C(NC2=C(C(=N1)C1=NC=CC=C1)C=C(C=C2)Br)=O)=O (3S)-7-bromo-2,3-dihydro-2-oxo-5-(2-pyridyl)-1H-1,4-benzodiazepine-3-propionic acid methyl ester